N(C(=O)N)[NH3+] ureido-ammonium